C12(CC(C1)C2)NC(=O)C2=C1C=CN(C1=CC=C2Br)C(=O)OC(C)(C)C tert-butyl 4-(1-bicyclo[1.1.1]pentanylcarbamoyl)-5-bromo-indole-1-carboxylate